CC=1C(=NC=C(C1)NC(=O)[C@@H]1O[C@]([C@H]([C@H]1C1=C(C(=C(C=C1)F)F)OC)C)(C(F)(F)F)C)C(=O)O methyl-5-((2R,3S,4S,5R)-3-(3,4-difluoro-2-methoxyphenyl)-4,5-dimethyl-5-(trifluoromethyl)tetrahydrofuran-2-carboxamido)picolinic acid